1,1,1-trifluoro-2-[1-(2,2,2-trifluoroethoxy)ethoxy]ethane FC(COC(C)OCC(F)(F)F)(F)F